2-hydroxy-3',5'-bis(trifluoromethyl)-[1,1'-biphenyl]-3-Formaldehyde OC1=C(C=CC=C1C=O)C1=CC(=CC(=C1)C(F)(F)F)C(F)(F)F